FC1=C2C3=C(NC2=C(C=C1F)NC)N=CC(=C3N3CCOCC3)C=3C=C1C(C(=CN(C1=NC3)CC(C)(C)O)C(=O)O)=O 6-[5,6-difluoro-8-(methylamino)-4-morpholino-9H-pyrido[2,3-b]indol-3-yl]-1-(2-hydroxy-2-methyl-propyl)-4-oxo-1,8-naphthyridine-3-carboxylic acid